(2-((2-(2,4-dimethylcyclohex-3-en-1-yl)vinyl)oxy)ethyl)benzene CC1C(CCC(=C1)C)C=COCCC1=CC=CC=C1